5-Cyano-6-(difluoromethyl)-3,4-dimethyl-N-(5-methyl-1-(1-methyl-1H-pyrazol-4-yl)-1H-indazol-6-yl)picolinamide C(#N)C=1C(=C(C(=NC1C(F)F)C(=O)NC1=C(C=C2C=NN(C2=C1)C=1C=NN(C1)C)C)C)C